(1R,5R)-4,6,6-Trimethylbicyclo[3.1.1]hept-3-en-2-ol CC1=CC([C@H]2C([C@@H]1C2)(C)C)O